IC1=CC=2C3=C(NC2C=C1)C(=NC=N3)O 8-Iodo-5H-pyrimido[5,4-b]indol-4-ol